5-ethyl-4-hydroxy-2-methylfuran-3(2H)-one C(C)C1=C(C(C(O1)C)=O)O